bis(2-hydroxyethoxy)-5,5'-bis-1-naphthyl-1,1'-binaphthyl OCCOC=1C(=C(C2=CC=CC(=C2C1)C1=CC=CC2=CC=CC=C12)C1=CC=CC2=C(C=CC=C12)C1=CC=CC2=CC=CC=C12)OCCO